C1(CC1)CN1[C@H]2[C@H]3CC[C@H]([C@H]4[C@]3(C(=C1)F)C1=C(O4)C(=CC=C1C2)OC)N2C(C1=CC=CC=C1C2=O)=O (4R,4aS,7R,7aR,12bR)-3-(cyclopropylmethyl)-7-(1,3-dioxoisoindolin-2-yl)-1-fluoro-9-methoxy-3,4,5,6,7,7a-hexahydro-4aH-4,12-methanobenzofuro[3,2-e]isoquinolin